ClC1=CC(N(C2=CC=C(C=C12)F)C)=O 4-chloro-6-fluoro-1-methyl-quinolin-2(1H)-one